C1(CCCCC1)S(=O)(=O)NC1=C(C(=O)NC=2SC=CN2)C=CC(=C1)F 2-(cyclohexanesulfonamido)-4-fluoro-N-(thiazol-2-yl)benzamide